CC1=C(C=CC(=C1)C)N1N=C2N=C(NC(C2=C1)=O)C 2-(2,4-dimethylphenyl)-6-methyl-2,5-dihydro-4H-pyrazolo[3,4-d]pyrimidin-4-one